BrC1=C(C=C2NC(C=3N(C2=C1)C=NC3)=O)C 8-bromo-7-methylimidazo[1,5-a]quinoxaline-4(5H)-one